N2-(2-(1-(Cyclopropylsulfonyl)-1H-pyrazol-4-yl)pyrimidin-4-yl)-5-(1-(2,2-difluoroethyl)-1H-pyrazol-3-yl)-N4-(((1r,3r)-3-((dimethylamino)methyl)cyclobutyl)methyl)pyridine-2,4-diamine C1(CC1)S(=O)(=O)N1N=CC(=C1)C1=NC=CC(=N1)NC1=NC=C(C(=C1)NCC1CC(C1)CN(C)C)C1=NN(C=C1)CC(F)F